F[C@H]1C[C@H](N(C1)C(CN1C[C@@H](CC1)NC1=C2C=CC=NC2=C(C=C1)OC(F)(F)F)=O)C#N (2S,4S)-4-fluoro-1-[2-[(3R)-3-[[8-(trifluoromethoxy)-5-quinolinyl]amino]pyrrolidin-1-yl]acetyl]pyrrolidine-2-carbonitrile